1-METHOXYNAPHTHALENE-6-BORONIC ACID COC1=CC=CC2=CC(=CC=C12)B(O)O